CN(C)C1=CC=C(C=C1)C=O 4-N,N-dimethylbenzaldehyde